C(C=C)(=O)N1C[C@@H](N(C[C@H]1C)C1=NC(N2C3=C(C(=C(C=C13)Cl)C1=C(C=C(C=C1)F)F)OC[C@H]2COC2CCN(CC2)C)=O)C (3R)-7-((2S,5R)-4-acryloyl-2,5-dimethylpiperazin-1-yl)-9-chloro-10-(2,4-difluorophenyl)-3-(((1-methylpiperidin-4-yl)oxy)methyl)-2H-[1,4]oxazino[2,3,4-ij]quinazolin-5(3H)-one